vinyl-silanetriol C(=C)[Si](O)(O)O